2,2-Dimethyl-3-(1-piperidyl)propanoic acid CC(C(=O)O)(CN1CCCCC1)C